NCC1=C(C=CC(=C1)C=1C(=NC=CC1)OCC)N1[C@@H](CN(CC1)C(=O)OC(C)(C)C)CC tert-butyl (R)-4-(2-(aminomethyl)-4-(2-ethoxypyridin-3-yl)phenyl)-3-ethylpiperazine-1-carboxylate